N-[(5-cyclopropyl-6-fluoropyridin-2-yl)(phenyl)methyl]-1-[2-(1-ethyl-6-oxo-1,6-dihydropyridin-3-yl)acetyl]-4-fluoropyrrolidine-2-carboxamide C1(CC1)C=1C=CC(=NC1F)C(NC(=O)C1N(CC(C1)F)C(CC1=CN(C(C=C1)=O)CC)=O)C1=CC=CC=C1